tert-butyl (R,E)-4-(2-(2-(2-(2-hydroxyphenyl)-5,6,6a,7,9,10-hexahydro-8H-pyrazino[1',2':4,5]pyrazino[2,3-c]pyridazin-8-yl)pyrimidin-5-yl)vinyl)piperidine-1-carboxylate OC1=C(C=CC=C1)C=1C=C2C(=NN1)NC[C@H]1N2CCN(C1)C1=NC=C(C=N1)/C=C/C1CCN(CC1)C(=O)OC(C)(C)C